methyl (S)-2-(benzhydrylamino)-5,5-dimethylhexanoate C(C1=CC=CC=C1)(C1=CC=CC=C1)N[C@H](C(=O)OC)CCC(C)(C)C